C(C)(C)(C)OOOOOOC(C)CCC(C)OOOOOOC(C)(C)C 2,5-di(tert-butylperoxyperoxyperoxy)hexane